CN(CCCOC=1C=C2C(=CC=NC2=CC1)C(=O)NCC(=O)N1[C@@H](CC(C1)(F)F)C(C(=O)NC1=C(C=CC=C1C)C)=O)C (S)-6-(3-(dimethylamino)propoxy)-N-(2-(2-(2-((2,6-dimethylphenyl)amino)-2-oxoacetyl)-4,4-difluoropyrrolidin-1-yl)-2-oxoethyl)quinoline-4-carboxamide